OCCOCC1(COC1)CC 2-hydroxyethyl-(3-ethyl-3-oxetanylmethyl)ether